N=1C=CN2C1N=CC(=C2)C2=CNC=1N=C(N=C(C12)OC)NC1CCN(CC1)C(C)=O 1-(4-((5-(imidazo[1,2-a]pyrimidin-6-yl)-4-methoxy-7H-pyrrolo[2,3-d]pyrimidin-2-yl)amino)piperidin-1-yl)ethan-1-one